(S)-2-amino-1-(6,7-dichloro-8-methoxy-1-methyl-1,3-dihydro-2H-pyrrolo[3,4-c]quinolin-2-yl)ethan-1-one NCC(=O)N1CC=2C=NC=3C(=C(C(=CC3C2[C@@H]1C)OC)Cl)Cl